FC1=C(OC2CCC(CC2)C(=O)O)C=C(C(=C1)OC)C(NC1C2CCC(C1C(NC1=CC(=CC=C1)S(F)(F)(F)(F)F)=O)C2)=O 4-(2-fluoro-4-methoxy-5-((3-((3-(pentafluoro-λ6-sulfaneyl)phenyl)carbamoyl)bicyclo[2.2.1]heptan-2-yl)carbamoyl)phenoxy)cyclohexane-1-carboxylic acid